ClCC1=CC=C(C=N1)CP(OCC)(OCC)=O diethyl ((6-(chloromethyl)pyridin-3-yl)methyl)phosphonate